NCC1=CC(=C(N)C=C1F)F 4-(aminomethyl)-2,5-difluoroaniline